2,6-dichloro-4-trifluoromethyl-aniline-13C6 Cl[13C]1=[13C](N)[13C](=[13CH][13C](=[13CH]1)C(F)(F)F)Cl